CN(C1=NC=CC=C1)C 2-(dimethylamino)pyridin